(2R,3R,4R,5S)-1-{[5-({[3-cyclopropyl-5-(pyrimidin-2-yl)phenyl]amino}methyl)pyrazin-2-yl]methyl}-2-(hydroxymethyl)piperidine-3,4,5-triol C1(CC1)C=1C=C(C=C(C1)C1=NC=CC=N1)NCC=1N=CC(=NC1)CN1[C@@H]([C@H]([C@@H]([C@H](C1)O)O)O)CO